3-{[(2E,6E)-3,7,11-trimethyldodeca-2,6,10-trien-1-yl]oxy}benzaldehyde C\C(=C/COC=1C=C(C=O)C=CC1)\CC\C=C(\CCC=C(C)C)/C